(4-(4-amino-7-(tetrahydro-2H-pyran-4-yl)imidazo[5,1-f][1,2,4]triazin-5-yl)-3-cyclopropyloxybenzyl)-5-fluoro-2-methoxybenzamide NC1=NC=NN2C1=C(N=C2C2CCOCC2)C2=C(C=C(CC=1C(=C(C(=O)N)C=C(C1)F)OC)C=C2)OC2CC2